OCCN(CCN1CCNCC1)CCO N-2-[bis(2-hydroxyethyl)-amino]ethylpiperazine